NCC(O)C1=CC=C(C=C1)O 4-[(2S)-2-amino-1-hydroxyethyl]phenol